OC1=C(C=CC2=CC=CC=C2)C=CC(=C1)O 2',4'-dihydroxystilbene